3-carboxy-2-((carboxymethyl)(((4-((4-guanidinobenzoyl)oxy)benzyl)oxy)carbonyl)amino)propaneamine C(=O)(O)CC(CN)N(C(=O)OCC1=CC=C(C=C1)OC(C1=CC=C(C=C1)NC(=N)N)=O)CC(=O)O